(5-((4-((benzyloxy)methyl)phenyl)carbamoyl)-2-fluorophenyl)boronic acid C(C1=CC=CC=C1)OCC1=CC=C(C=C1)NC(=O)C=1C=CC(=C(C1)B(O)O)F